(S)-N-(4-methoxybenzyl)-N-methyl-3-(2-methyl-2,3-dihydroimidazo[2,1-b]oxazol-6-yl)-4-((5-(trifluoromethyl)pyridin-2-yl)amino)benzenesulfonamide COC1=CC=C(CN(S(=O)(=O)C2=CC(=C(C=C2)NC2=NC=C(C=C2)C(F)(F)F)C=2N=C3O[C@H](CN3C2)C)C)C=C1